3-bromo-7-cyclopropyl-2-(trifluoromethyl)-4H-pyrido[1,2-a]pyrimidin-4-one BrC1=C(N=C2N(C1=O)C=C(C=C2)C2CC2)C(F)(F)F